O1C(=NC=C1)CC(=O)N1C(CCC1)C(=O)N 1-[2-(1,3-oxazol-2-yl)acetyl]pyrrolidine-2-carboxamide